C1(CC1)C1=NN(C2=C1C=NC(=C2)NC(C)=O)C2=NC(=NC(=C2)C(C)(F)F)OCCOC N-(3-cyclopropyl-1-(6-(1,1-difluoroethyl)-2-(2-methoxyethoxy)pyrimidin-4-yl)-1H-pyrazolo[4,3-c]pyridin-6-yl)acetamide